FC1(CCN(CC1)C(=O)C1=CC2=C(N(N=N2)C=2C=CC(=NC2)C(=O)N)C=C1)F 5-(5-(4,4-difluoropiperidin-1-carbonyl)-1H-benzo[d][1,2,3]triazol-1-yl)picolinamide